2,2-difluoro-1-(pyridin-3-yl)ethan-1-one FC(C(=O)C=1C=NC=CC1)F